1-(bicyclo[1.1.1]pentan-1-yl)-1H-pyrazole C12(CC(C1)C2)N2N=CC=C2